C(CCCCCC)C1=NC2=CC=CC=C2C(=C1O)O 2-heptyl-3,4-dihydroxyquinoline